rac-N1-[5-chloro-4-(3-phenylphenyl)pyrimidin-2-yl]cyclohexane-1,3-diamine ClC=1C(=NC(=NC1)NC1CC(CCC1)N)C1=CC(=CC=C1)C1=CC=CC=C1